5-((4-((2-hydroxy-1-phenylethyl)amino)-5-(3-(quinuclidin-4-yl)-1,2,4-oxadiazol-5-yl)pyridin-2-yl)amino)-3,3-dimethylbenzo[c][1,2]oxaborol-1(3H)-ol OCC(C1=CC=CC=C1)NC1=CC(=NC=C1C1=NC(=NO1)C12CCN(CC1)CC2)NC2=CC1=C(B(OC1(C)C)O)C=C2